[N+](=O)([O-])C1=CC=C(OP(=O)(OC2=CC=CC=C2)N[C@@H](C)C(=O)OCC)C=C1 Ethyl ((4-nitrophenoxy)(phenoxy) phosphoryl)-L-alaninate